(R)-5-(((3-((3-chloro-2-(2-chloro-3-(6-methoxy-5-(((((R)-5-oxopyrrolidin-2-yl)methyl)amino)methyl)pyridin-2-yl)phenyl)pyridin-4-yl)amino)-2-fluorobenzyl)amino)methyl)pyrrolidin-2-one ClC=1C(=NC=CC1NC=1C(=C(CNC[C@H]2CCC(N2)=O)C=CC1)F)C1=C(C(=CC=C1)C1=NC(=C(C=C1)CNC[C@@H]1NC(CC1)=O)OC)Cl